O[C@@H]1C[C@H](N(C1)C(=O)C(C(C)(C)C)NC(CCOCCOCCC(=O)O)=O)C(NCC1=CC=C(C=C1)C1=C(N=CS1)C)=O 3-[2-[3-[[1-[(2S,4R)-4-hydroxy-2-[[4-(4-methylthiazol-5-yl)phenyl]methylcarbamoyl]pyrrolidine-1-carbonyl]-2,2-dimethyl-propyl]amino]-3-oxo-propoxy]ethoxy]propanoic acid